1-(2-(2,6-dioxopiperidin-3-yl)-6-fluoro-1,3-dioxoisoindoline-5-yl)piperidine-4-carbaldehyde O=C1NC(CCC1N1C(C2=CC(=C(C=C2C1=O)N1CCC(CC1)C=O)F)=O)=O